N-methyl-6-amino-hexanoic acid CNCCCCCC(=O)O